N-[[2-[5-(difluoromethyl)-1,3,4-oxadiazol-2-yl]thiazol-5-yl]methyl]-N-(5-fluoro-3-pyridinyl)ethanesulfonamide FC(C1=NN=C(O1)C=1SC(=CN1)CN(S(=O)(=O)CC)C=1C=NC=C(C1)F)F